2',4',5',7'-tetrabromo-3',6'-dihydroxyspiro[isobenzofuran-1(3H),9'-[9H]xanthene]-3-one BrC1=CC=2C3(C4=CC(=C(C(=C4OC2C(=C1O)Br)Br)O)Br)OC(C1=CC=CC=C13)=O